OC[C@H]1O[C@H]([C@H]2[C@@H]1OB(O2)C2=CC=CC=C2)N2C=1N=C(NC(C1N=C2)=O)NC(C)=O N-(9-((3aR,4R,6R,6aS)-6-(hydroxymethyl)-2-phenyltetrahydrofuro[3,4-d][1,3,2]dioxaborol-4-yl)-6-oxo-6,9-dihydro-1H-purin-2-yl)acetamide